C(#N)C1(CC1)NS(=O)(=O)C1=CC=C2C3=C(N(C2=C1)C=1SC(=NN1)C(F)F)N=CN=C3C3CCN(CC3)C([C@H]3NCCC3)=O (S)-N-(1-Cyanocyclopropyl)-9-(5-(difluoromethyl)-1,3,4-thiadiazol-2-yl)-4-(1-prolylpiperidin-4-yl)-9H-pyrimido[4,5-b]indole-7-sulfonamide